Indazolide [N-]1N=CC2=CC=CC=C12